1-(fluoromethyl)-N-methoxy-N-methyl-2-oxabicyclo[2.2.1]heptane-4-carboxamide FCC12OCC(CC1)(C2)C(=O)N(C)OC